6-(2,4-Dichlorophenyl)-5-[6-[(3S)-1-(3-fluoropropyl)pyrrolidin-3-yl]oxy-3-pyridyl]-8,9-dihydro-7H-benzo[7]annulen ClC1=C(C=CC(=C1)Cl)C1=C(C2=C(CCC1)C=CC=C2)C=2C=NC(=CC2)O[C@@H]2CN(CC2)CCCF